((1-(2-fluoro-4-(1,2,4-oxadiazol-5-yl)benzyl)-4-hydroxypiperidin-4-yl)methyl)-2-methyl-2,6-dihydro-7H-pyrazolo[4,3-d]pyrimidine FC1=C(CN2CCC(CC2)(O)CC=2N(N=C3C2N=CNC3)C)C=CC(=C1)C1=NC=NO1